1-[(2R,6S)-6-[[bis(4-methoxyphenyl)-phenyl-methoxy]methyl]-4-octyl-6-(triiso-propyl-silyloxymethyl)morpholin-2-yl]-5-methyl-pyrimidine-2,4-dione COC1=CC=C(C=C1)C(OC[C@]1(O[C@H](CN(C1)CCCCCCCC)N1C(NC(C(=C1)C)=O)=O)CO[Si](C(C)C)(C(C)C)C(C)C)(C1=CC=CC=C1)C1=CC=C(C=C1)OC